COC1=NC=CC=C1NC1=NC=2N(C(=C1)NC)N=CC2NC(=O)NC 1-(5-((2-methoxypyridin-3-yl)amino)-7-(methylamino)pyrazolo[1,5-a]pyrimidin-3-yl)-3-methylurea